(6-(8-(2-Bromophenethyl)-7-ethyl-2,6-dioxo-1-(prop-2-yn-1-yl)-1,2,6,7-tetrahydro-3H-purin-3-yl)hexyl)phosphonic acid BrC1=C(CCC2=NC=3N(C(N(C(C3N2CC)=O)CC#C)=O)CCCCCCP(O)(O)=O)C=CC=C1